C(N)(=O)[C@H]1N(CC(C1)(N1N=C(C=C1Br)Br)C(N)=O)C(=O)OCCCC butyl (2S)-2,4-dicarbamoyl-4-(3,5-dibromopyrazol-1-yl)pyrrolidine-1-carboxylate